C(CCCCCCCCCCCCCCC)(=O)N.[Na].[Na] disodium palmitamide